4-(2-(2-(4-methoxyphenyl)imidazo[1,2-a]pyridin-7-yl)vinyl)-N,N-dimethylaniline COC1=CC=C(C=C1)C=1N=C2N(C=CC(=C2)C=CC2=CC=C(N(C)C)C=C2)C1